1-(6-[4-(hydroxymethyl)piperidin-1-yl]pyridin-3-yl)-1,3-diazinane-2,4-dione OCC1CCN(CC1)C1=CC=C(C=N1)N1C(NC(CC1)=O)=O